OC=1C=C(C=CC1NCC#C)S(=O)(=O)N 3-hydroxy-4-(prop-2-yn-1-ylamino)benzenesulfonamide